2,2',2'',2'''-((2S,5S,8S,11S)-2,5,8,11-tetraethyl-1,4,7,10-tetraazacyclododecane-1,4,7,10-tetrayl)tetraacetic acid C(C)[C@@H]1N(C[C@@H](N(C[C@@H](N(C[C@@H](N(C1)CC(=O)O)CC)CC(=O)O)CC)CC(=O)O)CC)CC(=O)O